1-{4-[(3-fluorobenzyl)sulfonyl]-2-nitrophenyl}-4-(2-methoxyethyl)piperazine FC=1C=C(CS(=O)(=O)C2=CC(=C(C=C2)N2CCN(CC2)CCOC)[N+](=O)[O-])C=CC1